C(#N)C1(CC1)C1=NC(=CC(=C1)C(=O)NC(C)C1=NC=CN=C1C1=NC=C(C=N1)OCC(F)(F)F)C(F)(F)F 2-(1-cyanocyclopropyl)-N-[1-[3-[5-(2,2,2-trifluoroethoxy)pyrimidin-2-yl]pyrazin-2-yl]ethyl]-6-(trifluoromethyl)pyridine-4-carboxamide